β-alanyl-arginine NCCC(=O)N[C@@H](CCCNC(N)=N)C(=O)O